2-(2-(6-amino-9H-purin-9-yl)acetyl)-N-((3-methylcyclobutyl)methyl)-2-azabicyclo[3.1.0]hexane-3-carboxamide NC1=C2N=CN(C2=NC=N1)CC(=O)N1C2CC2CC1C(=O)NCC1CC(C1)C